N-[1-(1H-indol-3-yl)hexan-2-yl]-6-(4-methylsulfonylpiperazin-1-yl)-1-benzothiophene-2-carboxamide N1C=C(C2=CC=CC=C12)CC(CCCC)NC(=O)C=1SC2=C(C1)C=CC(=C2)N2CCN(CC2)S(=O)(=O)C